C1(CC1)C1=CC=C(C=C1)N1N=CC(=C1)C=1SC=C(N1)C(=O)NC1CCN(CC1)CC 2-[1-(4-cyclopropylphenyl)-1H-pyrazol-4-yl]-N-(1-ethylpiperidin-4-yl)-1,3-thiazole-4-carboxamide